FC(CN1C(C=2NN=C(C2C1C1=C(C=C(C(=C1)C)OC1=CC=C(C=C1)OC(F)(F)F)F)C1=CC=CC=2NC(OC21)=O)=O)(C)F 7-[5-(2,2-Difluoropropyl)-4-{2-fluoro-5-methyl-4-[4-(trifluoromethoxy)phenoxy]phenyl}-6-oxo-1,4,5,6-tetrahydropyrrolo[3,4-c]pyrazol-3-yl]-1,3-benzoxazol-2(3H)-one